ClC1C(CCC1)=O 2-chlorocyclopentanone